N-[2-amino-4-(4,4-difluoropiperidin-1-yl)-5-fluoro-1,3-benzothiazol-6-yl]-2-{6-azaspiro[2.5]oct-6-yl}-4-[(2R)-1-hydroxypropane-2-sulfonylamino]benzamide NC=1SC2=C(N1)C(=C(C(=C2)NC(C2=C(C=C(C=C2)NS(=O)(=O)[C@@H](CO)C)N2CCC1(CC1)CC2)=O)F)N2CCC(CC2)(F)F